(6-(2,2,2-trifluoroethoxy)pyridin-3-yl)methanamine FC(COC1=CC=C(C=N1)CN)(F)F